((S)-1-(((S)-4-methyl-1-((R)-2-methyl-oxiran-2-yl)-1-oxopentan-2-yl)amino)-1-oxo-3-phenylpropan-2-yl)-2-((S)-2-(2-morpholinoacetamido)-4-phenylbutyrylamino)-pentanamide CC(C[C@@H](C(=O)[C@@]1(OC1)C)NC([C@@H](CC1=CC=CC=C1)C(C(=O)N)(CCC)NC([C@H](CCC1=CC=CC=C1)NC(CN1CCOCC1)=O)=O)=O)C